N(N)COC=O.C(C)N(C1=CC=C2C=C(C(OC2=C1)=O)C=O)CC 7-(diethylamino)coumarin-3-formaldehyde hydrazinomethyl-formate